2-fluoro-3-(2-methoxy-2-oxoethyl)benzoic acid FC1=C(C(=O)O)C=CC=C1CC(=O)OC